[(3aS,4R,6aR)-2,3,3a,4,5,6a-hexahydrofuro[2,3-b]furan-4-yl]-4-(3-pyrazin-2-ylpyrazolo[1,5-a]pyrimidin-5-yl)piperazine-1-carboxylate O1CC[C@@H]2[C@H]1OC[C@@H]2OC(=O)N2CCN(CC2)C2=NC=1N(C=C2)N=CC1C1=NC=CN=C1